COC(=O)C=1C=C2C=CC(=NC2=CC1)C12CCC(CC1)(CC2)OCC=2C(=NOC2C2CC2)C2=C(C=CC=C2Cl)Cl (4-((5-cyclopropyl-3-(2,6-dichlorophenyl)isoxazol-4-yl)methoxy)bicyclo[2.2.2]oct-1-yl)quinoline-6-carboxylic acid methyl ester